C(C1=CC=CC=C1)N1CC2=CC(=C(C=C2C1=O)OC)OC 2-benzyl-5,6-dimethoxy-3-oxoisoindoline